allyl-2-propyl-ethyl-sodium C(C=C)C(CCCC)[Na]